(3,4-epoxycyclohexyl)ethyltri(isobutoxy)silane C1(CC2C(CC1)O2)CC[Si](OCC(C)C)(OCC(C)C)OCC(C)C